10,10-bis(4-hydroxy-phenyl)anthracen-9-on OC1=CC=C(C=C1)C1(C=2C=CC=CC2C(C2=CC=CC=C12)=O)C1=CC=C(C=C1)O